C(C)(=O)C1=NN(C2=CC=C(C=C12)C=1C=NC(=NC1)C)CC(=O)N1[C@@H](C[C@H](C1)F)C(=O)NC1(CC1)C#N (2S,4R)-1-(2-(3-acetyl-5-(2-methylpyrimidin-5-yl)-1H-indazol-1-yl)acetyl)-N-(1-cyanocyclopropyl)-4-fluoropyrrolidine-2-carboxamide